CN(C(OC1=CC=C2C(=C(C(OC2=C1)=O)CC1=C(C(=CC=C1)NS(NC)(=O)=O)Cl)CCl)=O)C 3-(2-chloro-3-((N-methylsulfamoyl)amino)benzyl)-4-(chloromethyl)-2-oxo-2H-chromen-7-yl dimethylcarbamate